(S)-N-(4-(3-(2-methoxy-6-methylpyridin-4-yl)phenyl)thiazol-2-yl)-1-(5-methyl-1-(methylsulfonyl)-1H-pyrrole-3-carbonyl)azetidine-2-carboxamide COC1=NC(=CC(=C1)C=1C=C(C=CC1)C=1N=C(SC1)NC(=O)[C@H]1N(CC1)C(=O)C1=CN(C(=C1)C)S(=O)(=O)C)C